tert-butyl 5-(5-chloro-2-((5-(2-oxopyrrolidin-1-yl)pyridin-3-yl)amino)pyrimidin-4-yl)-3,6-dihydropyridine-1(2H)-carboxylate ClC=1C(=NC(=NC1)NC=1C=NC=C(C1)N1C(CCC1)=O)C1=CCCN(C1)C(=O)OC(C)(C)C